ClCCN=C=O 2-chloroethylisocyanate